C(C)[N+]1=CC=CC=C1 1-Ethylpyridinium